N1=CC(=CC=C1)C(C)=N 1-(pyridin-3-yl)ethan-1-imine